ClC1=CC(=C(C=C1)N(S(=O)(=O)C=1C=CC2=C(C(=C(O2)C(=O)O)C)C1)CC)CN(CC=1SC=CC1)C(C1=C(C=CC=C1)Cl)=O 5-(N-(4-chloro-2-((2-chloro-N-(thiophen-2-ylmethyl)benzoylamino)methyl)phenyl)-N-ethylsulfamoyl)-3-Methylbenzofuran-2-carboxylic acid